N,N-bis[(4-methoxyphenyl)methyl]-4-methyl-6-(tributylstannyl)pyridin-2-amine COC1=CC=C(C=C1)CN(C1=NC(=CC(=C1)C)[Sn](CCCC)(CCCC)CCCC)CC1=CC=C(C=C1)OC